ClC=1C=C(C=CC1)C(CO)NC(=O)C1=CN(C=C1)C1=CC(=NC=C1)NC1=CC=CC=C1 N-(1-(3-chlorophenyl)-2-hydroxyethyl)-1-(2-(phenylamino)pyridin-4-yl)-1H-pyrrole-3-carboxamide